ClC1=NC=CC(=N1)NC1=CC(=NO1)C1=CC(=CC=C1)OC N-(2-Chloropyrimidin-4-yl)-3-(3-methoxyphenyl)isoxazol-5-amine